C(C1=CC=CC=C1)N1[C@H]2[C@H](CN([C@H]2C1)C(=O)OC(C)(C)C)O tert-butyl (1S,4S,5R)-6-benzyl-4-hydroxy-2,6-diazabicyclo[3.2.0]Heptane-2-carboxylate